C(C)(C)N1C(=NC2=NC=C(C=C21)C=2C=CN1N=C(N=CC12)C1(CCC(CC1)N)N)C 1-(5-(1-isopropyl-2-methyl-1H-imidazo[4,5-b]pyridin-6-yl)pyrrolo[2,1-f][1,2,4]triazin-2-yl)cyclohexane-1,4-diamine